COC(=O)[C@H]1N[C@H](CC1)C1=C(C=C(C=C1)F)F (2s,5r)-5-(2,4-difluorophenyl)pyrrolidine-2-carboxylic acid methyl ester